ClCC(=O)C(C1=CC=CC=C1)=[N-] chloroacetyl-(benzalamide)